4-[(tert-butyldimethylsilyl)oxy]-3-oxobutanenitrile [Si](C)(C)(C(C)(C)C)OCC(CC#N)=O